CC=1C=C(C=CC1OC1=CC=CC=C1)NC(=O)NC=1SC(=CC1)C 1-(3-methyl-4-phenoxyphenyl)-3-(5-methylthiophene-2-yl)urea